8-[8-(2,6-difluorophenyl)-5-methyl-3,4,7,9,12-pentazatricyclo[8.4.0.02,6]tetradeca-1(10),2(6),4,7,11,13-hexaen-13-yl]-2-oxa-5,8-diazaspiro[3.5]nonane FC1=C(C(=CC=C1)F)C1=NC=2C(=NNC2C=2C=C(N=CC2N1)N1CCNC2(COC2)C1)C